FC1=C(C=CC=C1)C1=CC=CC=2N1N=C(N2)C(=O)N[C@@H]2C(N(C=1N(CC2)N=CC1)C)=O 5-(2-Fluorophenyl)-N-[(6S)-4-methyl-5-oxo-7,8-dihydro-6H-pyrazolo[1,5-a][1,3]diazepin-6-yl]-[1,2,4]triazolo[1,5-a]pyridin-2-carboxamid